[1-(difluoromethyl)indazol-5-yl]methanamine FC(N1N=CC2=CC(=CC=C12)CN)F